CN1C(C2(CC1)NC(C1=CC=CC=C12)=O)=O methylspiro[isoindoline-1,3'-pyrrolidine]-2',3-dione